N1CC(C1)NC1=NC=NC2=CC(=C(C=C12)Cl)C1=C(C=CC=C1)F N-(azetidin-3-yl)-6-chloro-7-(2-fluorophenyl)quinazolin-4-amine